The molecule is a beta-diketone and an aromatic ketone. It has a role as an anticoagulant. It derives from a hydride of an indane. C1=CC=C(C=C1)C2C(=O)C3=CC=CC=C3C2=O